5-Fluoro-4-(8-fluoroquinolin-6-yl)-N-(5-(4-methylpiperazin-1-yl)pyridin-2-yl)pyrimidin-2-amine hydrochloride Cl.FC=1C(=NC(=NC1)NC1=NC=C(C=C1)N1CCN(CC1)C)C=1C=C2C=CC=NC2=C(C1)F